NC1=CC(=C(C=C1F)C(C(=O)NCC(F)(F)F)C)Br 2-(4-amino-2-bromo-5-fluorophenyl)-N-(2,2,2-trifluoroethyl)propanamide